tert-butyl (3S,4S)-3-fluoro-4-(4-(4,4,5,5-tetramethyl-1,3,2-dioxaborolan-2-yl)phenoxy)piperidine-1-carboxylate F[C@H]1CN(CC[C@@H]1OC1=CC=C(C=C1)B1OC(C(O1)(C)C)(C)C)C(=O)OC(C)(C)C